C(C1=CC=CC=C1)NC(C(CCSC)NC(OC(C)(C)C)=O)=O tert-butyl (1-(benzylamino)-4-(methylthio)-1-oxobutan-2-yl)carbamate